C(#N)N=C(NCCCCCCC1CN(CC1)C(C1=C(C=CC=C1OC)OC)=O)NC1=C(C=NC=C1F)F 2-cyano-1-(6-(1-(2,6-dimethoxybenzoyl)pyrrolidine-3-yl)hexyl)-3-(3,5-difluoro-4-pyridinyl)guanidine